(Dicyclohexylphosphino)-6,6'-dimethyl-1,1'-biphenyl C1(CCCCC1)P(C1CCCCC1)C1=C(C(=CC=C1)C)C1=CC=CC=C1C